OC1=CC=C(C=C1)NS(=O)(=O)C1=CC=C(C=C1)C N-(4-hydroxyphenyl)-4-methylbenzenesulfonamide